C1(=CC=CC=C1)C#CCC#C phenylpropargyl-acetylene